C(CCC(=O)[O-])(=O)[O-].[Li+].[Li+] lithium succinate